6-(6-(((1s,4s)-4-aminocyclohexyl)-(methyl)amino)-pyridazin-3-yl)-5-hydroxy-2,5-dihydro-4H-pyrazolo[3,4-d]-pyrimidin-4-one NC1CCC(CC1)N(C1=CC=C(N=N1)C=1N(C(C=2C(N1)=NNC2)=O)O)C